O=C1NC(CCC1N1CC2=CC=C(C=C2C1=O)C#CCCCCC(=O)O)=O 7-(2-(2,6-dioxopiperidin-3-yl)-3-oxoisoindolin-5-yl)hept-6-ynoic acid